(3,4-epoxycyclohexyl)butyl-tripropoxysilane C1(CC2C(CC1)O2)CCCC[Si](OCCC)(OCCC)OCCC